(3-((2-Methylquinazolin-4-yl)oxy)propyl)-4-phenylpiperidin-4-ol CC1=NC2=CC=CC=C2C(=N1)OCCCN1CCC(CC1)(O)C1=CC=CC=C1